1-(1-pentyloxy-ethoxy)-propan-2-amine C(CCCC)OC(C)OCC(C)N